COC=1C(=CC=2C(=C3C(=NC2C1)CCC3)NC3(CCN(CC3)C)C)OC N-{6,7-dimethoxy-1H,2H,3H-cyclopenta[b]quinolin-9-yl}-1,4-dimethylpiperidin-4-amine